C(C)C(C(=O)OCCCCCCCCCCCCCCCCCCCCCCCCCCCCCCCCCC)CCCC cetylstearyl alcohol ethyl-hexanoate